NC1=C(C=C(N=N1)C1=C(C=CC=C1)O)N1CC2CCC(C1)N2C2=CC(=NC=C2)OC2CC(C2)OC2CCNCC2 2-[6-amino-5-[8-[2-[3-(4-piperidyloxy)cyclobutoxy]-4-pyridyl]-3,8-diazabicyclo[3.2.1]octan-3-yl]pyridazin-3-yl]phenol